CN(C1=CC=C(C=C1)C(C=CC1=CC=C(C=C1)OCCO)=O)C 1-[4-(Dimethylamino)phenyl]-3-[4-(2-hydroxyethoxy)phenyl]prop-2-en-1-one